BrC1=CC=C(C=C1)C1=CC2=CC=CC=C2C=C1 4-bromo-(naphthalen-2-yl)-benzene